CN1C(C2=C(C(=C1)C1=CC(N(C=C1C1=CC=CC=C1)C1COC1)=O)C=C(N2)C=2C=NN(C2)C(F)(F)F)=O 6-methyl-4-(1-(oxetan-3-yl)-2-oxo-5-phenyl-1,2-dihydropyridin-4-yl)-2-(1-(trifluoromethyl)-1H-pyrazol-4-yl)-1,6-dihydro-7H-pyrrolo[2,3-c]pyridin-7-one